(S)-2-AMINO-5-OXO-HEXANOIC ACID, HYDROBROMIDE Br.N[C@H](C(=O)O)CCC(C)=O